5-menthoxy-3-bromo-2(5H)furanonylaminocaproic acid C1(CC(C(CC1)C(C)C)OC1C(=C(C(O1)=O)Br)NC(C(=O)O)CCCC)C